(2-(5-bromothiophen-2-yl)ethyl)carbamic acid tert-butyl ester C(C)(C)(C)OC(NCCC=1SC(=CC1)Br)=O